3-Chloro-5-(4-chlorophenyl)-4-(2,6-difluorophenyl)-6-methylpyridazin ClC=1N=NC(=C(C1C1=C(C=CC=C1F)F)C1=CC=C(C=C1)Cl)C